ClC1=NC=CC(=C1NC(=O)C=1C=NC(=NC1)C(C)C)C1=C(C=CC(=C1)Cl)F N-(2-chloro-4-(5-chloro-2-fluorophenyl)pyridin-3-yl)-2-isopropylpyrimidine-5-carboxamide